4-(methyl(trans-4-(((3-((N-Boc-methylamino)methyl)pyrrolidin-1-yl)sulfonyl)methyl)cyclohexyl)amino)-1-(phenylsulfonyl)-1H-pyrrolo[2,3-b]pyridin-5-carbonitrile CN(C1=C2C(=NC=C1C#N)N(C=C2)S(=O)(=O)C2=CC=CC=C2)[C@@H]2CC[C@H](CC2)CS(=O)(=O)N2CC(CC2)CN(C(=O)OC(C)(C)C)C